[I].[Cl-].OCC[NH+](CC1=CC=CC=C1)CCO di(beta-hydroxyethyl)benzyl-ammonium chloride iodine